tert-butyl (2S,5R)-4-(1-(4-cyano-3-fluorophenyl)ethyl)-2,5-dimethylpiperazine-1-carboxylate C(#N)C1=C(C=C(C=C1)C(C)N1C[C@@H](N(C[C@H]1C)C(=O)OC(C)(C)C)C)F